3-((4-(4,4-Dimethylcyclohexyl)phenyl)amino)cyclopentane-1-carboxamide CC1(CCC(CC1)C1=CC=C(C=C1)NC1CC(CC1)C(=O)N)C